P(=O)(=O)OC phosphomethanol